6-chloro-3-(trifluoromethyl)-1-((2-(trimethylsilyl)ethoxy)methyl)-1H-pyrazolo[3,4-b]pyridine-4-carbaldehyde ClC=1C=C(C2=C(N1)N(N=C2C(F)(F)F)COCC[Si](C)(C)C)C=O